C(#C)C1=C(C=C(C=C1)C(=O)N1CC2(C1)CC(C2)N(C=2C1=C(N=CN2)NC=C1)C)C (4-Ethynyl-3-methylphenyl)(6-(methyl(7H-pyrrolo[2,3-d]pyrimidin-4-yl)amino)-2-azaspiro[3.3]heptan-2-yl)methanon